C12NCC(C1N1C=C(C=3C(=NC=4C(=C(C(=CC4C31)CCC#N)C3=CC(=CC1=CC=CC=C31)O)F)OC[C@H]3N(CCC3)C)C=3C=NNC3)C2 3-(1-(2-azabicyclo[2.1.1]hex-5-yl)-6-fluoro-7-(3-hydroxynaphthalen-1-yl)-4-(((S)-1-methylpyrrolidin-2-yl)methoxy)-3-(1H-pyrazol-4-yl)-1H-pyrrolo[3,2-c]quinolin-8-yl)propionitrile